2-methylene-1,3-dioxolan-5-spirocyclopentane C=C1OC2(CCCC2)CO1